C(C)C=1C=C(C=CC1)NC(=O)C1C(=NN(C1=O)C1=CC=CC=C1)C(F)(F)F N-(3-ethylphenyl)-5-oxo-1-phenyl-3-(trifluoromethyl)-4,5-dihydro-1H-pyrazole-4-carboxamide